C(CCCCCCCCCCC)N(C(CCCCCNCCCCCO)=O)CCCCCCCCCCCC N,N-didodecyl-6-((5-hydroxypentyl)amino)hexanamide